(E)-3-(3-(3,5-bis(trifluoromethyl)phenyl)-1H-1,2,4-triazol-1-yl)-N,N-dimethyl-2-(pyridin-3-yl)acrylamide FC(C=1C=C(C=C(C1)C(F)(F)F)C1=NN(C=N1)/C=C(/C(=O)N(C)C)\C=1C=NC=CC1)(F)F